C(C)(C)(C)OC(=O)N[C@H](C(=O)O)CC1=CC(=C(C=C1)OC1CCCC1)C1CCCC1 (S)-2-((tert-Butoxycarbonyl)amino)-3-(3-cyclopentyl-4-(cyclopentyloxy)phenyl)-propionic acid